CC1=C(C2=C(C(=N1)NC)CN(C2)C(CC2CN(C2)C2=NC=NS2)=O)C 1-[6,7-Dimethyl-4-(methylamino)-1,3-dihydro-2H-pyrrolo[3,4-c]pyridin-2-yl]-2-[1-(1,2,4-thiadiazol-5-yl)azetidin-3-yl]ethanon